N-(4,4-difluorocyclohexyl)-5-(3,5-dimethylphenyl)pyridine-3-carboxamide FC1(CCC(CC1)NC(=O)C=1C=NC=C(C1)C1=CC(=CC(=C1)C)C)F